6-(3-chloropropyl)-7H-pyrrolo[2,3-d]Pyrimidine ClCCCC1=CC2=C(N=CN=C2)N1